N1(CCCC1)CCCC(=O)OC(CC)CC 3-((4-(pyrrolidin-1-yl)butyryl)oxy)pentane